N-(5-((6-((S)-3-(3-chloro-2-fluorobenzyl)isoxazolidine-2-yl)pyrimidine-4-yl)amino)-2-((2-(dimethylamino)ethyl)(methyl)amino)-4-methoxyphenyl)acrylamide ClC=1C(=C(C[C@@H]2N(OCC2)C2=CC(=NC=N2)NC=2C(=CC(=C(C2)NC(C=C)=O)N(C)CCN(C)C)OC)C=CC1)F